N-hexadecanoyl-serine tert-Butyl-4-(5-(1,3-dioxoisoindolin-2-yl)pentyl)-2-phenylpiperazine-1-carboxylate C(C)(C)(C)C1(N(CCN(C1)CCCCCN1C(C2=CC=CC=C2C1=O)=O)C(=O)OC[C@H](NC(CCCCCCCCCCCCCCC)=O)C(=O)O)C1=CC=CC=C1